2-methyl-3-(2-oxo-4-(o-tolyl)-2H-chromen-7-yl)propenamide CC(C(=O)N)=CC1=CC=C2C(=CC(OC2=C1)=O)C1=C(C=CC=C1)C